FC(C(CC(=O)C=1N=CN(C1)COCC[Si](C)(C)C)=O)(F)F 4,4,4-Trifluoro-1-(1-((2-(trimethylsilyl)ethoxy)methyl)-1H-imidazol-4-yl)butane-1,3-dione